4-(6-(4-aminopiperidin-1-yl)-3-(3-methyl-3H-[1,2,3]triazolo[4,5-b]pyridin-6-yl)pyrazin-2-yl)benzonitrile NC1CCN(CC1)C1=CN=C(C(=N1)C1=CC=C(C#N)C=C1)C=1C=C2C(=NC1)N(N=N2)C